FC1=C(C=C(C=C1)C(S(=O)(=O)CC1=CC=CC=C1)[N+]#[C-])C(C(F)(F)F)(F)F 1-(4-fluoro-3-pentafluoroethylphenyl)-1-toluenesulfonylmethyl isocyanide